CS(=O)(=O)C1=CC=C(C=O)C=C1 4-methyl-sulfonyl-benzaldehyde